Cl.C(#N)C1=C(C=C(C=C1)N1CCC(CC1)C(=O)NC1=NC=C(C=C1)C#CC1CCNCC1)C(F)(F)F 1-(4-cyano-3-(trifluoromethyl)phenyl)-N-(5-(piperidin-4-ylethynyl)pyridin-2-yl)piperidine-4-carboxamide hydrochloride